[Co].[Zn].ClC1=C(C=CC=C1)[C@]1(C(CCCC1)=O)NC |r| (RS)-2-(2-chlorophenyl)-2-(methylamino)cyclohexanone ZINC-COBALT